C(C)N1N=CC=2C1=CN=C(C2)[C@@H](C)NC(CC2=CC=C(C=C2)C(C)C)=O (R)-N-(1-(1-ethyl-1H-pyrazolo[3,4-c]pyridin-5-yl)ethyl)-2-(4-isopropylphenyl)acetamide